C(CCCCCCC)SC1=NC(=NC(=N1)SCCCCCCCC)NC1=CC(=C(C(=C1)C(C)(C)C)O)C(C)(C)C 2,4-bis(n-octyl-thio)-6-(4-hydroxy-3,5-di-tert-butylanilino)-1,3,5-triazine